2-(2H-Benzotriazol-2-yl)-6-nonyl-4-butylphenol N=1N(N=C2C1C=CC=C2)C2=C(C(=CC(=C2)CCCC)CCCCCCCCC)O